C(C1=CC=CC=C1)SC=1C(=C(C=CC1)N1C([C@H](CC1)O[Si](C)(C)C(C)(C)C)=O)CC (3S)-1-[3-(benzylsulfanyl)-2-ethylphenyl]-3-{[tert-butyl(dimethyl)silyl]oxy}-pyrrolidin-2-one